tert-butyl N-[[4-(2,3-dichloro-6-methoxyphenyl)pyridin-2-yl]methyl]carbamate ClC1=C(C(=CC=C1Cl)OC)C1=CC(=NC=C1)CNC(OC(C)(C)C)=O